(S)-3-(4-hydroxyphenyl)hex-4-ynoic acid methyl ester COC(C[C@H](C#CC)C1=CC=C(C=C1)O)=O